6-(3,5-dimethylisoxazol-4-yl)-1-(4-fluorobenzyl)-3-methyl-1H-pyrazolo[4,3-b]pyridin-5(4H)-one CC1=NOC(=C1C1=CC2=C(NC1=O)C(=NN2CC2=CC=C(C=C2)F)C)C